boroate B([O-])([O-])[O-]